3-(4-(((2-fluoro-4-methoxyphenethyl)(5-fluorobenzo[d]thiazol-2-yl)amino)methyl)phenyl)propiolic acid FC1=C(CCN(C=2SC3=C(N2)C=C(C=C3)F)CC3=CC=C(C=C3)C#CC(=O)O)C=CC(=C1)OC